5,6-dicyano-2-pentafluoroethylbenzimidazole lithium salt [Li].C(#N)C1=CC2=C(N=C(N2)C(C(F)(F)F)(F)F)C=C1C#N